4-[(1E)-3-(4-fluorophenyl)prop-1-en-1-yl]benzonitrile FC1=CC=C(C=C1)C/C=C/C1=CC=C(C#N)C=C1